BrC1=C(C=C(C(=C1)Cl)Br)Cl 2,5-Dibromo-1,4-dichlorobenzene